O1C(=CC=C1)C=CC=C1C(OC(OC1=O)(C)C)=O 5-[3-(2-furanyl)-2-propen-1-ylidene]-2,2-dimethyl-1,3-Dioxane-4,6-dione